N2-(2-(pyrrolidin-1-yl)ethyl)-N4-(2-(trifluoromethyl)benzyl)thieno[3,2-d]pyrimidine-2,4-diamine N1(CCCC1)CCNC=1N=C(C2=C(N1)C=CS2)NCC2=C(C=CC=C2)C(F)(F)F